COC=1C=CC2=C(SC=C2C2C(=C(NC(=C2C#N)C)C)C#N)C1 4-(6-methoxybenzo[b]thiophen-3-yl)-2,6-dimethyl-1,4-dihydropyridine-3,5-dinitrile